C(C(=C)C)(=O)OC(CCCCF)=O fluorovaleryl methacrylate